C1(=CC=CC=C1)S(=O)(=O)NC=1C=C(C=CC1)C#C/C=C/C(=O)NO (2E)-5-[3-[(phenylsulfonyl)amino]phenyl]-pent-2-en-4-ynohydroxamic acid